C(C1=CC=C(C(=O)OCCO)C=C1)(=O)OCC(CCCC)CC 2-ethylhexyl hydroxyethyl terephthalate